phenyl-benzimidazole sodium [Na].C1(=CC=CC=C1)C=1NC2=C(N1)C=CC=C2